OCCN1CCN(CC1)C(=O)C1=C(C=C(C=C1)NC=1C=2N(C=CN1)C(=CN2)C2=CC=C(C=C2)OC)C [4-(2-hydroxyethyl)piperazin-1-yl]-[4-[[3-(4-methoxyphenyl)imidazo[1,2-a]pyrazin-8-yl]amino]-2-methylphenyl]methanone